tert-butyl (1-methyl-2-oxo-8-((3-(trifluoromethyl)pyridine-2-yl)oxy)-1,2,3,4-tetrahydroquinolin-3-yl)carbamate CN1C(C(CC2=CC=CC(=C12)OC1=NC=CC=C1C(F)(F)F)NC(OC(C)(C)C)=O)=O